C(C)(C)C1=C(C(=CC=C1)C(C)C)N(C(C)(/C(/C)=N/CCCCCCCC)C)[Hf](C)(C)C (E)-((2,6-diisopropylphenyl)(2-methyl-3-(octylimino)-butan-2-yl)-amino)-trimethyl-hafnium